SCC(=O)O.SCC(=O)O.OCC(O)CO glycerin di(2-mercaptoacetate)